C(CCCCC)C1=C(C=CC=C1)OC(NC1CC(CC(C1)(C)C)(C)CNC(=O)OC1=C(C=CC=C1)CCCCCC)=O 3-((hexylphenoxy)carbonylamino-methyl)-3,5,5-trimethylcyclohexyl-carbamic acid (hexylphenyl) ester